2-(4-chlorobutyl)-4-(4-chlorophenyl)-2,3-dihydropyridazin-3-one ClCCCCN1N=CC=C(C1=O)C1=CC=C(C=C1)Cl